2-chloro-3-(trifluoromethyl)isonicotinaldehyde ClC=1C(=C(C=O)C=CN1)C(F)(F)F